BrC1=CC(=C(C=C1)N1C(C=CC1=O)=O)Cl 1-(4-bromo-2-chlorophenyl)-1H-pyrrole-2,5-dione